P(OCl)(OCl)[O-] Dichloro phosphite